3-((9-ethyl-9H-carbazol-3-yl)methylamino)butyl-1H-benzo[d]imidazole-5-carboxamide C(C)N1C2=CC=CC=C2C=2C=C(C=CC12)CNC(CCN1C=NC2=C1C=CC(=C2)C(=O)N)C